FC1=C(C=C(C=C1)OC=1C(=C2C=CNC2=CC1F)CS(=O)(=O)C)N1N=C(C=C1)[C@]1(COC2=C1C=CC=C2CC(=O)OCC)C Ethyl (S)-2-(3-(1-(2-fluoro-5-((6-fluoro-4-((methylsulfonyl)methyl)-1H-indol-5-yl)oxy)phenyl)-1H-pyrazol-3-yl)-3-methyl-2,3-dihydrobenzofuran-7-yl)acetate